BrC1=NC=C(C(=C1)NC(=O)[C@@H]1O[C@]([C@H]([C@H]1C1=C(C(=C(C=C1)F)F)OC(F)F)C)(C(F)(F)F)C)C |r| rac-(2R,3S,4S,5R)-N-(2-bromo-5-methyl-4-pyridinyl)-3-[2-(difluoromethoxy)-3,4-difluoro-phenyl]-4,5-dimethyl-5-(trifluoromethyl)tetrahydrofuran-2-carboxamide